(R)-4-(1-(4-methyl-3-(5-((tetrahydrofuran-3-yl)amino)-4H-1,2,4-triazol-3-yl)benzoyl)piperidin-4-yl)benzonitrile CC1=C(C=C(C(=O)N2CCC(CC2)C2=CC=C(C#N)C=C2)C=C1)C1=NN=C(N1)N[C@H]1COCC1